OC(CNCO)C N-(2-hydroxypropyl)aminomethanol